C(C)(C)(C)OC(=O)N1C(CC(=CC1C)B1OC(C(O1)(C)C)(C)C)C.C[SiH2]C dimethyl-monosilane tert-butyl-2,6-dimethyl-4-(4,4,5,5-tetramethyl-1,3,2-dioxaborolan-2-yl)-3,6-dihydro-2H-pyridine-1-carboxylate